(±)-4-(3-((Tert-butoxycarbonyl)amino)tetrahydrofuran-3-yl)benzyl methanesulfonate CS(=O)(=O)OCC1=CC=C(C=C1)[C@]1(COCC1)NC(=O)OC(C)(C)C |r|